NCC1=CC(=C2CN(CC2=C1)C(=O)OCC1=CC=CC=C1)C1=CC=CC=C1 benzyl 6-(aminomethyl)-4-phenylisoindoline-2-carboxylate